5-(2-methoxypyridin-4-yl)-4-methylthiophen COC1=NC=CC(=C1)C1=C(C=CS1)C